1-bromo-4-(1-(p-tolyl)vinyl)benzene BrC1=CC=C(C=C1)C(=C)C1=CC=C(C=C1)C